1-cyclopropanecarbonyl-N-{phenyl-[4-(prop-2-yl)phenyl]methyl}pyrrolidine-2-carboxamide C1(CC1)C(=O)N1C(CCC1)C(=O)NC(C1=CC=C(C=C1)C(C)C)C1=CC=CC=C1